N-(4,4-Dimethyl-pentyl)-2-(2-methoxy-ethylsulfanyl)-4-methyl-6-morpholin-4-yl-pyridine-3-carboxylic acid amide CC(CCCNC(=O)C=1C(=NC(=CC1C)N1CCOCC1)SCCOC)(C)C